N-(m-tolyl)acrylamide C1(=CC(=CC=C1)NC(C=C)=O)C